NC(C)(C)C1=CC(=NC(=C1)OCC12CC(C1)C2)OC2[C@@H]1CN(C[C@H]21)C(=O)C2=CC(=NN2C)C=2N=CSC2 ((1R,5S,6s)-6-((4-(2-aminopropan-2-yl)-6-(bicyclo[1.1.1]pentan-1-ylmethoxy)pyridin-2-yl)oxy)-3-azabicyclo[3.1.0]hexan-3-yl)(1-methyl-3-(thiazol-4-yl)-1H-pyrazol-5-yl)methanone